Methyl (E)-3-(2-(pyridin-4-yl)vinyl)benzoate N1=CC=C(C=C1)/C=C/C=1C=C(C(=O)OC)C=CC1